C(CC(=O)C)(=O)[O-].C(C)(CC)O.C(C)(CC)O.[Al+] aluminum di(s-butanol) acetoacetate